tert-butyl (3s,4r)-4-((4-(3-(2,6-dioxopiperidin-3-yl)-1-methyl-1H-indazol-6-yl) piperazin-1-yl) methyl)-3-methylpiperidine-1-carboxylate O=C1NC(CCC1C1=NN(C2=CC(=CC=C12)N1CCN(CC1)C[C@H]1[C@@H](CN(CC1)C(=O)OC(C)(C)C)C)C)=O